ClC1=C(C=C(N)C=C1)C1=NC=C(C=N1)OC 4-chloro-3-(5-methoxypyrimidin-2-yl)aniline